BrC=1C=CC=2N(C3=CC=C(C=C3C2C1)Br)CCCCCCCCCCCCCCCCC 3,6-dibromo-9-heptadecylcarbazole